(S)-2-(8-(methylsulfonyl)-4-oxobenzo[d][1,2,3]triazin-3(4H)-yl)-N-(1-(4-(trifluoromethoxy)phenyl)ethyl)acetamide CS(=O)(=O)C1=CC=CC2=C1N=NN(C2=O)CC(=O)N[C@@H](C)C2=CC=C(C=C2)OC(F)(F)F